C(CCCCCCCCCCCCCCCC)(=O)OCC(OC(CCCCCCCCCCCCCCCCC)=O)COP(=O)(O)OC[C@H](N)C(=O)O 1-heptadecanoyl-2-octadecanoyl-glycero-3-phosphoserine